9-[3-(9H-carbazole-9-yl)phenyl]-9H-carbazole-3-carbonitrile C1=CC=CC=2C3=CC=CC=C3N(C12)C=1C=C(C=CC1)N1C2=CC=CC=C2C=2C=C(C=CC12)C#N